C(C1=CC=CC=C1)C1N(CC(C1)(F)F)C1=NC(=CC(=C1)N1CCOCC1)OCC1=CC=C(C=C1)OC 4-(2-(2-benzyl-4,4-difluoropyrrolidin-1-yl)-6-((4-methoxybenzyl)oxy)pyridin-4-yl)morpholine